CC(C)C(C)(C#N)NC(=O)C(C)OC1=C(C=C(C=C1)Cl)Cl The molecule is a monocarboxylic acid amide obtained by formal condensation of the carboxy group of 2-(2,4-dichlorophenoxy)propanoic acid with the amino group of 2-amino-2,3-dimethylbutanenitrile. It is a monocarboxylic acid amide, a dichlorobenzene, a nitrile and an aromatic ether.